BrC=1C(=C2C(=NC1)NC(C21CCC(CC1)(C)O)=O)Cl (1s,4s)-5'-bromo-4'-chloro-4-hydroxy-4-methylspiro[cyclohexane-1,3'-pyrrolo[2,3-b]pyridine]-2'(1'H)-one